methyl (1R,2S,5S)-3-[(2S)-2-amino-2-cyclohexylacetyl]-6,6-dimethyl-3-azabicyclo[3.1.0]hexane-2-carboxylate, hydrochloride Cl.N[C@H](C(=O)N1[C@@H]([C@H]2C([C@H]2C1)(C)C)C(=O)OC)C1CCCCC1